tert-butyl (8S,11S)-13-(2-hydroxyethyl)-18-methyl-12-oxo-7-oxa-10,13,18,19-tetrazapentacyclo[15.6.1.12,6.18,11.020,24]hexacosa-1(23),2(26),3,5,17(24),19,21-heptaene-10-carboxylate OCCN1C([C@H]2N(C[C@@H](OC3=CC=CC(C4=CC=CC5=NN(C(CCC1)=C45)C)=C3)C2)C(=O)OC(C)(C)C)=O